N[C@@H](C=1OC2=C(N1)C(=C(C=C2)[C@H](COC)N2C(N[C@@H](C2)C(F)(F)F)=O)F)C2CCC(CC2)(F)F |o1:1,11| (S)-1-((R or S)-1-(2-((R or S)-Amino(4,4-difluorocyclohexyl)-methyl)-4-fluorobenzo[d]oxazol-5-yl)-2-methoxyethyl)-4-(trifluoromethyl)imidazolidin-2-one